(1r,3r)-3-(4-(1-(4-((2-cyanopyrimidin-5-yl)oxy)phenyl)ethyl)phenoxy)cyclobutane C(#N)C1=NC=C(C=N1)OC1=CC=C(C=C1)[C@H](C)C1=CC=C(OC2CCC2)C=C1